Benzyl (4-(5-amino-6-((4-morpholinopyridin-3-yl)carbamoyl)pyrazin-2-yl)phenethyl)carbamate NC=1N=CC(=NC1C(NC=1C=NC=CC1N1CCOCC1)=O)C1=CC=C(CCNC(OCC2=CC=CC=C2)=O)C=C1